7-iodo-4-methyl-3,4-dihydrothieno[2,3-f][1,4]thiazepin-5(2H)-one 1,1-dioxide IC1=CC2=C(C(N(CCS2(=O)=O)C)=O)S1